((3-amino-1H-pyrazol-5-yl)methyl)-3-fluorobenzamide NC1=NNC(=C1)CC1=C(C(=O)N)C=CC=C1F